NC1=C(C=C(N=N1)C1=C(C=CC=C1)O)N1CC2CCC(C1)N2C2=CC(=NC=C2)CCCN 2-(6-amino-5-(8-(2-(3-aminopropyl)pyridin-4-yl)-3,8-diazabicyclo[3.2.1]oct-3-yl)pyridazin-3-yl)phenol